ClC(=C[C@H]1C([C@@H]1C(=O)OC1CCC1)(C)C)Cl Cyclobutyl (1R,3S)-3-(2,2-dichlorovinyl)-2,2-dimethylcyclopropane-1-carboxylate